N-(4-(1-oxa-7-azaspiro[3.5]nonan-7-yl)-1,3,5-triazin-2-yl)-5-isopropyl-8-(3-((methylsulfonyl)methyl)azetidin-1-yl)isoquinolin-3-amine O1CCC12CCN(CC2)C2=NC(=NC=N2)NC=2N=CC1=C(C=CC(=C1C2)C(C)C)N2CC(C2)CS(=O)(=O)C